1-((2-(((1R,5S,6s)-3-oxabicyclo[3.1.0]hexan-6-yl)amino)pyridin-4-yl)methyl)-5,5-dimethyl-3-(4-((trifluoromethyl)sulfonyl)phenyl)imidazolidine-2,4-dione [C@H]12COC[C@@H]2C1NC1=NC=CC(=C1)CN1C(N(C(C1(C)C)=O)C1=CC=C(C=C1)S(=O)(=O)C(F)(F)F)=O